N-(2-cyclopentylethyl)-3-({4-[(E)-2-(pyridin-3-yl)vinyl]phenyl}amino)benzene-1-sulfonamide C1(CCCC1)CCNS(=O)(=O)C1=CC(=CC=C1)NC1=CC=C(C=C1)\C=C\C=1C=NC=CC1